trans-tert-butyl 2-(4-((4-(4-((2,6-dioxopiperidin-3-yl)amino)-2-fluorophenyl)piperazin-1-yl)methyl)cyclohexyl)acetate O=C1NC(CCC1NC1=CC(=C(C=C1)N1CCN(CC1)C[C@@H]1CC[C@H](CC1)CC(=O)OC(C)(C)C)F)=O